CC1(CC(=NO1)N(C(S)=NC)C)C (5,5-dimethyl-4H-isoxazol-3-yl)-1,3-dimethyl-isothiourea